BrC1=C(C=C(C(=O)NC2=CC=C(C=C2)S(=O)(=O)N2C(CCCC2)C)C=C1)C#C[Si](C)(C)C 4-Bromo-N-(4-((2-methylpiperidin-1-yl)sulfonyl)phenyl)-3-((trimethylsilyl)ethynyl)benzamide